C(C)(=O)N[C@H]([C@H](CC(C(=O)[O-])=O)O)[C@@H](O)[C@H](O)[C@H](O)CO 5-(acetylamino)-3,5-dideoxy-D-glycero-D-galacto-2-nonulosonate